4-(7-chlorofuro[3,2-b]pyridin-2-yl)benzoic acid ClC1=C2C(=NC=C1)C=C(O2)C2=CC=C(C(=O)O)C=C2